6''-bromo-8''-methyl-2''H-dispiro[cyclobutane-1,1'-cyclohexane-4',3''-imidazo[1,5-a]pyridine]-1'',5''-dione BrC1=CC(=C2N(C1=O)C1(NC2=O)CCC2(CC1)CCC2)C